CN1N=C2C(=C1)C(OC=1C(=CC=CC12)NC1=C(N=NC(=C1)NC1=NC=C(C=C1)F)C(=O)NC)C (2,4-dimethyl-2,4-dihydrochromeno[4,3-c]pyrazol-6-yl)amino-6-((5-fluoropyridin-2-yl)amino)-N-methylpyridazine-3-carboxamide